8-methyl-4-[2-methylsulfanyl-7-oxo-8-(3-pyridinyl)pyrido[2,3-d]pyrimidin-6-yl]-2,3-dihydroquinoxaline-1-carboxylic acid tert-butyl ester C(C)(C)(C)OC(=O)N1CCN(C2=CC=CC(=C12)C)C1=CC2=C(N=C(N=C2)SC)N(C1=O)C=1C=NC=CC1